C1(CC1)N1C(N(C=2C(C1=O)=C(N(C(C2C)=O)C)NC2=C(C=C(C=C2)I)F)C=2C=C(C=CC2)CS(=O)(=O)NC)=O 1-(3-(3-cyclopropyl-5-((2-fluoro-4-iodophenyl)amino)-6,8-dimethyl-2,4,7-trioxo-3,4,6,7-tetrahydropyrido[4,3-d]pyrimidin-1(2H)-yl)phenyl)-N-methylmethanesulfonamide